N-[(5-{methyl-[(2-methyl-4-oxo-1,4-dihydroquinazolin-6-yl)methyl]amino}-2-thienyl)carbonyl]-L-glutamic acid CN(C1=CC=C(S1)C(=O)N[C@@H](CCC(=O)O)C(=O)O)CC=1C=C2C(N=C(NC2=CC1)C)=O